(E)-3-(4-bromophenyl)-1-(4-(5-methoxypicolinoyl)piperazin-1-yl)prop-2-en-1-one BrC1=CC=C(C=C1)/C=C/C(=O)N1CCN(CC1)C(C1=NC=C(C=C1)OC)=O